4-(tert-butylamino)-2-(4-methyltetrahydro-2H-pyran-4-ylamino)pyrimidine-5-carboxamide C(C)(C)(C)NC1=NC(=NC=C1C(=O)N)NC1(CCOCC1)C